4-amino-7-{(1S)-1-[1-(2,4-difluorophenyl)-1H-1,2,3-triazol-4-yl]ethyl}-5-[2-(trifluoromethyl)pyrimidin-5-yl]-7H-pyrrolo[2,3-d]pyrimidine-6-carbonitrile NC=1C2=C(N=CN1)N(C(=C2C=2C=NC(=NC2)C(F)(F)F)C#N)[C@@H](C)C=2N=NN(C2)C2=C(C=C(C=C2)F)F